5,6-dihydroxyhexyl methacrylate C(C(=C)C)(=O)OCCCCC(CO)O